7-methoxy-1,9-dimethyl-6-(4-methylpiperazin-1-yl)-9H-pyrido[3,4-b]indole COC1=C(C=C2C3=C(N(C2=C1)C)C(=NC=C3)C)N3CCN(CC3)C